BrC1=C(OCCCO)C=C(C=C1)Br 3-(2,5-dibromophenoxy)-1-propanol